4-bromo-2-iodo-1H-pyrrolo[2,3-b]pyridine BrC1=C2C(=NC=C1)NC(=C2)I